((terephthaloylbis(azanediyl))bis(4,1-phenylene))dicarbamate C(C1=CC=C(C(=O)NC2=CC=C(C=C2)NC([O-])=O)C=C1)(=O)NC1=CC=C(C=C1)NC([O-])=O